butylpyridylphosphine C(CCC)PC1=NC=CC=C1